N-methoxymethyl-N-(pentyloxymethyl)methacrylamide COCN(C(C(=C)C)=O)COCCCCC